C[Si](Cl)(CCCCCCCCCCCCCCCC)C dimethyl-hexadecyl-chlorosilane